C1(CC1)NC1(CC2=CC=CC=C2C1)C(=O)OCC ethyl 2-(cyclopropylamino)-2,3-dihydro-1H-indene-2-carboxylate